2-(6-bromopyridin-3-yl)-3,3-difluoropent-4-en-2-ol BrC1=CC=C(C=N1)C(C)(C(C=C)(F)F)O